6-(trifluoromethyl)quinoline-8-aldehyde FC(C=1C=C2C=CC=NC2=C(C1)C=O)(F)F